(E)-4-chloroindol ClC1=C2C=CNC2=CC=C1